5-bromo-7-(bromomethyl)benzofuran-3-carboxylic acid ethyl ester C(C)OC(=O)C1=COC2=C1C=C(C=C2CBr)Br